NC=1N=C(SC1C(=O)C1=CC=NC=C1)N(C1=CC(=C(C=C1)OC(F)(F)F)F)C(C(=O)N)C [N-[4-amino-5-(pyridine-4-carbonyl)thiazol-2-yl]-3-fluoro-4-(trifluoromethoxy)anilino]propanamide